tert-butyl ((1-((4-methoxy-3-((2-methoxy-5-(methylcarbamoyl)phenyl)sulfonamido)benzo[d]isoxazol-6-yl)methyl)-1H-pyrazol-4-yl)methyl)carbamate COC1=CC(=CC2=C1C(=NO2)NS(=O)(=O)C2=C(C=CC(=C2)C(NC)=O)OC)CN2N=CC(=C2)CNC(OC(C)(C)C)=O